4-((7-((R)-3-(4-amino-3-(4-phenoxyphenyl)-1H-pyrazolo[3,4-d]pyrimidin-1-yl)piperidin-1-yl)-7-oxoheptyl)thio)-2-(2,6-dioxopiperidin-3-yl)-6-fluoroisoindoline-1,3-dione NC1=C2C(=NC=N1)N(N=C2C2=CC=C(C=C2)OC2=CC=CC=C2)[C@H]2CN(CCC2)C(CCCCCCSC2=C1C(N(C(C1=CC(=C2)F)=O)C2C(NC(CC2)=O)=O)=O)=O